5-[4-[[4-[4-(trifluoromethoxy)anilino]-1-piperidyl]sulfonyl]phenyl]-1H-indole-3-carbonitrile FC(OC1=CC=C(NC2CCN(CC2)S(=O)(=O)C2=CC=C(C=C2)C=2C=C3C(=CNC3=CC2)C#N)C=C1)(F)F